BrC1=CC2=C(NC=N2)C=C1Br 5,6-dibromo-1H-benzo[d]imidazole